FC=1C=C2C(=C(NC2=C(C1)F)C1=CC=C(C=C1)F)C1CCC(CC1)NC(C)=O N-(4-(5,7-Difluoro-2-(4-fluorophenyl)-1H-indol-3-yl)cyclohexyl)acetamide